methyl (1r,4r)-4-(3-(3-(2,6-dicyanophenyl)-1-((4-(difluoromethyl)phenyl)sulfonyl)-5-fluoro-1H-indol-2-yl)phenyl)cyclohexane-1-carboxylate C(#N)C1=C(C(=CC=C1)C#N)C1=C(N(C2=CC=C(C=C12)F)S(=O)(=O)C1=CC=C(C=C1)C(F)F)C=1C=C(C=CC1)C1CCC(CC1)C(=O)OC